ClC=1C=C2CC[C@](C2=CC1)(C(NC1CC(C1)(F)F)=O)N(C(=O)[C@H]1N(C(CC1)=O)C1=NC=CC(=C1)C#N)C1=CC(=CC=C1)F (S)-N-((S)-5-chloro-1-((3,3-difluorocyclobutyl)carbamoyl)-2,3-dihydro-1H-inden-1-yl)-1-(4-cyanopyridin-2-yl)-N-(3-fluorophenyl)-5-oxopyrrolidine-2-carboxamide